CC(C)=NNC(C1=CC=NC=C1)=O isonicotinic acid (1-methylethylidene) hydrazide